FC1=C(C=CC=C1F)NC1=NC=NC2=CC=C(C=C12)C=1C=CC=2N(C1)C=C(N2)C2=CC=C(C=C2)F N-(2,3-difluorophenyl)-6-(2-(4-fluorophenyl)imidazo[1,2-a]pyridin-6-yl)quinazolin-4-amine